Kalium 5-[[4-[2-chloro-[[1-[(4-fluorophenyl)carbamoyl] cyclopropanecarbonyl] amino]phenoxy]-6-methoxy-7-quinolyl]oxy]valerat ClC1=C(OC2=CC=NC3=CC(=C(C=C23)OC)OCCCCC(=O)[O-])C=CC=C1NC(=O)C1(CC1)C(NC1=CC=C(C=C1)F)=O.[K+]